(thiazolidine-2-yl)benzene-1,2-diol S1C(NCC1)C1=C(C(=CC=C1)O)O